4-((4-((4-chloropyrimidin-2-yl)amino)butyl)amino)-2-(2,6-dioxopiperidin-3-yl)isoindoline-1,3-dione ClC1=NC(=NC=C1)NCCCCNC1=C2C(N(C(C2=CC=C1)=O)C1C(NC(CC1)=O)=O)=O